NC1=CC=C(C=C1)C=1C=C(N2N=CN=C(C21)N)CC 5-(4-aminophenyl)-7-ethylpyrrolo[2,1-f][1,2,4]triazin-4-amine